(R)-N-(1-(6,7-difluoro-4-oxo-3,4-dihydrophthalazin-1-yl)ethyl)-N-ethyl-1H-indole-2-carboxamide FC=1C=C2C(NN=C(C2=CC1F)[C@@H](C)N(C(=O)C=1NC2=CC=CC=C2C1)CC)=O